[N+](=O)([O-])C=1C=C(CN2C(=NC=C2)C2=CC=C(C=C2)NS(=O)(=O)C=2C=CC=C3C=CC=NC23)C=CC1 N-(4-(1-(3-nitrobenzyl)-1H-imidazol-2-yl)phenyl)quinoline-8-sulfonamide